1H-indole-sulfonic acid N1C(=CC2=CC=CC=C12)S(=O)(=O)O